CN1C(=C(C=C1C1=CC(=CC=C1)Br)C(=O)OCC1(CCN2C(O1)=NC(=C2)[N+](=O)[O-])C)CCC2=CC=CC=C2 (7-methyl-2-nitro-6,7-dihydro-5H-imidazo[2,1-b][1,3]oxazin-7-yl)methanol methyl-5-(3-bromophenyl)-2-phenethyl-1H-pyrrole-3-carboxylate